FC(OC=1C=C(C=CC1)C1=NN(C=2C1=NC=C(C2)C(=O)NC(CO)(C)C)C(C)C)F 3-(3-(difluoromethoxy)phenyl)-N-(1-hydroxy-2-methylpropan-2-yl)-1-isopropyl-1H-pyrazolo[4,3-b]pyridine-6-carboxamide